(cis)-1-benzenesulfonyl-4-{[4-methyl-1-(2-cyanoacetyl)pyrrolidin-3-yl]-methyl-amino}-1H-pyrrolo[2,3-b]pyridin-5-carbonitrile C1(=CC=CC=C1)S(=O)(=O)N1C=CC=2C1=NC=C(C2N(C)[C@@H]2CN(C[C@@H]2C)C(CC#N)=O)C#N